N-(furan-2-ylmethyl)-8-phenylimidazo[1,5-c]pyrimidin-5-amine O1C(=CC=C1)CNC1=NC=C(C=2N1C=NC2)C2=CC=CC=C2